C12C(CC(CC1)C2)C2CC(CCC2)O 3-(BICYCLO[2.2.1]HEPT-2-YL)-1-CYCLOHEXANOL